3-Methyl-5-oxo-1-phenyl-N-(tetrahydro-2H-pyran-4-yl)-4,5-dihydro-1H-pyrazole-4-carboxamide CC1=NN(C(C1C(=O)NC1CCOCC1)=O)C1=CC=CC=C1